4-((triisopropylsilyl)ethynyl)tetrahydro-2H-pyran-2-one C(C)(C)[Si](C(C)C)(C(C)C)C#CC1CC(OCC1)=O